Tert-Butyl N-(4-{[6-(5-Chloro-2-Fluorophenyl)-3-Methylpyridazin-4-Yl]Amino}Pyridin-2-Yl)Carbamate ClC=1C=CC(=C(C1)C1=CC(=C(N=N1)C)NC1=CC(=NC=C1)NC(OC(C)(C)C)=O)F